4-(3-hydroxy-4-nitrophenyl)-6,6-dimethylcyclohex-3-ene-1-carboxylic acid tert-butyl ester C(C)(C)(C)OC(=O)C1CC=C(CC1(C)C)C1=CC(=C(C=C1)[N+](=O)[O-])O